C(C)C1=NN(C2=C1C(NCC1(CCOCC1)C2)=O)C[C@@H](COC(C2=CC=CC=C2)=O)C Benzoic acid [(2S)-3-(3-ethyl-4-oxo-spiro[6,8-dihydro-5H-pyrazolo[4,3-c]azepin-7,4'-tetrahydropyran]-1-yl)-2-methyl-propyl] ester